2-(tert-butyl)-N-(2-methyl-4-(2-((5-methyl-4,5,6,7-tetrahydropyrazolo[1,5-a]pyrazin-2-yl)amino)pyrimidin-4-yl)benzyl)thiazole-5-carboxamide C(C)(C)(C)C=1SC(=CN1)C(=O)NCC1=C(C=C(C=C1)C1=NC(=NC=C1)NC1=NN2C(CN(CC2)C)=C1)C